NC12CN(CC2C1)C=1N(C(C2=C(N1)NC=C2C2=C(C1=CN(N=C1C=C2)C)Cl)=O)C 2-(1-amino-3-azabicyclo[3.1.0]hexan-3-yl)-5-(4-chloro-2-methyl-2H-indazol-5-yl)-3-methyl-3,7-dihydro-4H-pyrrolo[2,3-d]pyrimidin-4-one